FC(OC1=C(C=CC(=C1)N1N=NC(=C1)C1=CC=C(C=C1)C(F)(F)F)CN1C[C@H](CCC1)[C@](CO)(C)O)F (2s)-2-[(3s)-1-{[2-(difluoromethoxy)-4-{4-[4-(trifluoromethyl)phenyl]-1H-1,2,3-triazol-1-yl}phenyl]methyl}piperidin-3-yl]propane-1,2-diol